N-(3-chloro-4-(1,2,3,6-tetrahydropyridin-4-yl)phenyl)-5-(1,2,3,6-tetrahydropyridin-4-yl)thiophene-2-carboxamide bistrifluoroacetic acid salt FC(C(=O)O)(F)F.FC(C(=O)O)(F)F.ClC=1C=C(C=CC1C=1CCNCC1)NC(=O)C=1SC(=CC1)C=1CCNCC1